NC=1C(=C2C(=NC1C(=O)N)N(N=C2)CC)C2=C(C(=CC=C2C)OC)C 5-amino-1-ethyl-4-(3-methoxy-2,6-dimethyl-phenyl)pyrazolo[3,4-b]pyridine-6-carboxamide